[1-[(5-bromo-6-methyl-2-pyridinyl)carbamoyl]-2,2-dicyclohexyl-ethyl]-2-ethyl-pyrazole-3-carboxamide BrC=1C=CC(=NC1C)NC(=O)C(C(C1CCCCC1)C1CCCCC1)C1=C(N(N=C1)CC)C(=O)N